7-bromo-8-fluoro-3-(trifluoromethyl)-1H-quinoxalin-2-one BrC1=CC=C2N=C(C(NC2=C1F)=O)C(F)(F)F